C1(=CC=CC=C1)S(=O)(=O)N1CC2N(CC1)C(CC2)=O 2-phenylsulfonyl-hexahydro-pyrrolo[1,2-a]pyrazin-6(2H)-one